3-(3-isopropylpyridin-2-yl)oxetane C(C)(C)C=1C(=NC=CC1)C1COC1